4-(3-(5,5-dimethyl-1,3-dioxan-2-yl)phenyl)butan-1-ol 2-((tert-Butoxy-carbonyl)amino)-2-methylpropane-1,3-diyl-di-dodecanoate tert-Butyl-(1,3-dihydroxy-2-methylpropan-2-yl)carbamate C(C)(C)(C)N(C(O)=O)C(CO)(CO)C.C(C)(C)(C)OC(=O)NC(CCCCCCCCCCCCC(=O)O)(CCCCCCCCCCCCC(=O)O)C.CC1(COC(OC1)C=1C=C(C=CC1)CCCCO)C